C(C)(=O)NC1=NC(=NN1CC1=CC=C(C=C1)C=C)CC 5-acetamido-3-ethyl-1-(4-vinylbenzyl)-1H-1,2,4-triazole